FC1=NC=C(C(=C1)P(C)(C)=O)NC1=C(C=C(C=C1)I)F (2-Fluoro-5-((2-fluoro-4-iodophenyl)amino)pyridin-4-yl)dimethylphosphine oxide